O[C@H]1C[C@H](N(C1)C([C@H](C(C)(C)C)NC(OC(C)(C)C)=O)=O)C(N[C@@H](C)C1=CC=C(C=C1)C1=C(N=CS1)C)=O tert-butyl N-[(2S)-1-[(2S,4S)-4-hydroxy-2-[[(1S)-1-[4-(4-methyl-1,3-thiazol-5-yl)phenyl]ethyl]carbamoyl]pyrrolidin-1-yl]-3,3-dimethyl-1-oxobutan-2-yl]carbamate